C(C)C=1C=CC(=C(C1)C=1C2=C(NN1)CN(C2)C#N)OC 3-(5-ethyl-2-methoxyphenyl)-4,6-dihydropyrrolo[3,4-c]pyrazole-5(1H)-carbonitrile